(R,E)-2-Methyl-N-(spiro[2.5]octan-6-ylmethylene)propane-2-sulfinamide CC(C)(C)[S@@](=O)/N=C/C1CCC2(CC2)CC1